3-chloro-5-(trifluoromethyl)phenol ClC=1C=C(C=C(C1)C(F)(F)F)O